(1S,3S)-3-aminocyclohexanecarboxylic acid methyl ester COC(=O)[C@@H]1C[C@H](CCC1)N